6-chloro-N-[5-(2,2-difluoroethyl)-4,6-dimethoxy-pyrimidin-2-yl]-7-(3-methyl-2-pyridyl)-1H-indole-3-sulfonamide ClC1=CC=C2C(=CNC2=C1C1=NC=CC=C1C)S(=O)(=O)NC1=NC(=C(C(=N1)OC)CC(F)F)OC